CN1CCN(CCC1)C1=NC2=C(C=C(C3=NC=4C=CC=CC4N23)C(=O)OCC)C=C1 ethyl 2-(4-methyl-[1,4]diazepan-1-yl)-1,7,11b-triazabenzo[c]fluorene-6-carboxylate